ClC=1C=NN(C(C1C)=O)C(C(=O)NC1=CC(=C(C=C1)C)S(NCCC1=CC=C(C=C1)S(N)(=O)=O)(=O)=O)C 2-(4-chloro-5-methyl-6-oxopyridazin-1(6H)-yl)-N-(4-methyl-3-(N-(4-sulfamoylphenethyl)sulfamoyl)phenyl)propanamide